N[C@@H](CCC(N)=O)C(=O)[O-].[Na+] sodium monoglutaminate